tert-butyl 4-[(7-[[2-fluoro-4-(pyrazol-1-yl)phenyl]amino]-1,6-naphthyridin-2-yl) (hydroxy)methyl]-4-hydroxypiperidine-1-carboxylate FC1=C(C=CC(=C1)N1N=CC=C1)NC1=NC=C2C=CC(=NC2=C1)C(C1(CCN(CC1)C(=O)OC(C)(C)C)O)O